2-Chloro-N-((3R,4S)-6-chloro-7-fluoro-4-hydroxychroman-3-yl)-6-((R)-3-cyanopyrrolidin-1-yl)pyridine-4-sulfonamide ClC1=NC(=CC(=C1)S(=O)(=O)N[C@@H]1COC2=CC(=C(C=C2[C@@H]1O)Cl)F)N1C[C@@H](CC1)C#N